C(C)(C)OC1=NC=CC=C1B(O)O (2-isopropoxy-3-pyridyl)boronic acid